N(C(CCCCN)[2H])([2H])[2H] cadaverine-d3